(Z)-N-(6-chloro-4-methyl-pyridazin-3-yl)-3-(2-trimethylsilylethoxymethyl)-1,3-benzothiazol-2-imine ClC1=CC(=C(N=N1)\N=C\1/SC2=C(N1COCC[Si](C)(C)C)C=CC=C2)C